C(C)(C)(C)OC(=O)N1C(CCCC1)(C(=O)OCC1=CC=CC=C1)OS(=O)(=O)C Methylsulfonyloxypiperidine-1,2-dicarboxylic acid O2-Benzyl O1-tert-butyl ester